N-(5-aminocarboxypentyl)iminodiacetic acid NC(CCCCN(CC(=O)O)CC(=O)O)C(=O)O